C(C1=CC=CC=C1)OC=1C(=NC(=CC1)Br)C1OCCO1 (benzyloxy)-6-bromo-2-(1,3-dioxolan-2-yl)pyridine